(1s,4s)-4-((2-Chloro-5-((5-(morpholinomethyl)pyridin-2-yl)ethynyl)pyridin-4-yl)amino)cyclohexan-1-ol ClC1=NC=C(C(=C1)NC1CCC(CC1)O)C#CC1=NC=C(C=C1)CN1CCOCC1